CON=CC(=O)NC methoxyimino-N-methyl-acetamide